2-amino-6-fluoro-N-(3-methyl-[2,4'-bipyridin]-3'-yl)pyrazolo[1,5-a]pyrimidine-3-carboxamide NC1=NN2C(N=CC(=C2)F)=C1C(=O)NC=1C=NC=CC1C1=NC=CC=C1C